C(C=C)(=O)N1CC2=CC=CC(=C2CC1)C1=C2C(=C(NC2=C(C=C1F)C(=O)N)C)C1CC1 4-(2-acryloyl-1,2,3,4-tetrahydroisoquinolin-5-yl)-3-cyclopropyl-5-fluoro-2-methyl-1H-indole-7-carboxamide